ethyl-1-(4-(6-((4-cyano-2-fluorobenzyl)oxy)pyridin-2-yl)phenyl)cyclopropane C(C)C1(CC1)C1=CC=C(C=C1)C1=NC(=CC=C1)OCC1=C(C=C(C=C1)C#N)F